5,6,7,8-tetrahydronaphthalene-1,4-diamine C1(=CC=C(C=2CCCCC12)N)N